COCCNC1=CC=NC=N1 6-((2-methoxyethyl)amino)pyrimidin